BrC1=CC=C(C=C1)[C@@H]1N([C@@H](CC=2C=C3C(=CC12)OCO3)C)CC(CO[Si](C3=CC=CC=C3)(C3=CC=CC=C3)C(C)(C)C)(F)F (5S,7R)-5-(4-bromophenyl)-6-(3-((tert-butyldiphenylsilyl)oxy)-2,2-difluoropropyl)-7-methyl-5,6,7,8-tetrahydro-[1,3]dioxolo[4,5-g]isoquinoline